7-cyano-3-[(cyclobutylamino)methyl]-1-(4-methylbenzyl)-1H-indole-2-carboxylic acid C(#N)C=1C=CC=C2C(=C(N(C12)CC1=CC=C(C=C1)C)C(=O)O)CNC1CCC1